2-(6,7-dibromo-2,3-dihydrobenzo[b][1,4]dioxin-2-yl)-4,5-dihydro-1H-imidazole-4,4,5,5-d4 BrC1=CC2=C(OC(CO2)C=2NC(C(N2)([2H])[2H])([2H])[2H])C=C1Br